C(=O)(OC(C)(C)C)N1CCC(CC1)OS(=O)(=O)C 1-Boc-4-methanesulphonyloxypiperidine